7-chloro-1-(4,6-diisopropylpyrimidin-5-yl)-6-(2-fluoro-6-methoxyphenyl)-4-hydroxy-3-nitro-1,8-naphthyridin-2(1H)-one ClC1=C(C=C2C(=C(C(N(C2=N1)C=1C(=NC=NC1C(C)C)C(C)C)=O)[N+](=O)[O-])O)C1=C(C=CC=C1OC)F